(S)-5-benzyl-N-(5-methyl-4-oxo-7-(3-(pyrrolidin-1-yl)prop-1-yn-1-yl)-2,3,4,5-tetrahydrobenzo[b][1,4]oxazepin-3-yl)-1H-1,2,4-triazole-3-carboxamide C(C1=CC=CC=C1)C1=NC(=NN1)C(=O)N[C@@H]1C(N(C2=C(OC1)C=CC(=C2)C#CCN2CCCC2)C)=O